FC1=CC=C(C=N1)C=1C(OC2=CC=CC=C2C1OCCCN1CCC(CC1)NC)=O (6-Fluoropyridin-3-yl)-4-(3-(4-(methylamino)piperidin-1-yl)propoxy)-2H-chromen-2-one